FC=1C(=NC(=NC1)N1CCC(CC1)C(=O)N(C([2H])([2H])C1=C(C(=CC(=C1)F)F)F)C([2H])([2H])[2H])C=1SC(=NN1)C 1-(5-fluoro-4-(5-methyl-1,3,4-thiadiazol-2-yl)pyrimidin-2-yl)-N-(methyl-d3)-N-((2,3,5-trifluorophenyl)methyl-d2)piperidine-4-carboxamide